(E)-3-[4-[(E)-3-Oxo-3-(4-piperazin-1-ylphenyl)prop-1-enyl]phenyl]prop-2-enoic acid O=C(/C=C/C1=CC=C(C=C1)/C=C/C(=O)O)C1=CC=C(C=C1)N1CCNCC1